1-(3-((4,4-bis(((Z)-oct-5-en-1-yl)oxy)butanoyl)oxy)-2-(((((1-ethylpiperidin-3-yl)methoxy)carbonyl)oxy)methyl)propyl) 8-(dec-3-yn-1-yl) octanedioate C(CCCCCCC(=O)OCCC#CCCCCCC)(=O)OCC(COC(CCC(OCCCC\C=C/CC)OCCCC\C=C/CC)=O)COC(=O)OCC1CN(CCC1)CC